BrC/C=C/C1=CC=C(C=C1)F 1-[(1E)-3-bromo-1-propen-1-yl]-4-fluorobenzene